2-(5-methoxy-1H-indol-3-yl)ethanamine COC=1C=C2C(=CNC2=CC1)CCN